C(=C)C=C=CC vinyl-(1,2-butadiene)